FC1=C(OC=2C=C3CCC[C@H](C3=CC2)C(=O)N)C=CC(=C1)F (1R)-6-(2,4-difluorophenoxy)-1,2,3,4-tetrahydronaphthalene-1-carboxamide